3-amino-N-[(2S)-5-cyano-6-{3,8-diazabicyclo[3.2.1]octan-3-yl}-8-fluoro-1,2,3,4-tetrahydronaphthalen-2-yl]-6-methylthieno[2,3-b]pyridine-2-carboxamide NC1=C(SC2=NC(=CC=C21)C)C(=O)N[C@@H]2CC1=C(C=C(C(=C1CC2)C#N)N2CC1CCC(C2)N1)F